4-fluoro-2-((2R,4S)-4-fluoropyrrolidin-2-yl)phenol FC1=CC(=C(C=C1)O)[C@@H]1NC[C@H](C1)F